COC[C@H](C)NC(=O)C1=CN(C2=NC=C(N=C21)OC[C@@H]2N(CCC2)C(=O)OC(C)(C)C)COCC[Si](C)(C)C |&1:19| Racemic-tert-butyl 2-{[(7-[((S)-1-methoxypropan-2-yl)carbamoyl]-5-{[2-(trimethylsilyl)eth-oxy]methyl}-5H-pyrrolo[2,3-b]pyrazin-2-yl)oxy]methyl}pyrrolidine-1-carboxylate